C(C)(C)(C)OC(=O)N1C[C@@H](N(CC1)CC1CCN(CC1)C1=CC=C2C(=NN(C2=C1)C)C1C(NC(CC1)=O)=O)CO tert-butyl-(3R)-4-((1-(3-(2,6-dioxopiperidin-3-yl)-1-methyl-1H-indazol-6-yl)piperidin-4-yl)methyl)-3-(hydroxymethyl)piperazine-1-carboxylate